C(C)(=O)OCCN1C(N(CCC1)C1=CC=C(C=C1)CO[Si](C1=CC=CC=C1)(C1=CC=CC=C1)C(C)(C)C)=O 2-(3-(4-(((tert-butyldiphenylsilyl)-oxy)methyl)phenyl)-2-oxotetrahydropyrimidin-1(2H)-yl)ethyl acetate